C(C1CO1)OCCC[Si](OCCOC)(OCCOC)C γ-glycidoxypropylmethyl-di(methoxyethoxy)silane